5-(trifluoromethyl)isoxazole-3-carbohydrazide FC(C1=CC(=NO1)C(=O)NN)(F)F